7-hexyl-5-[(3-methoxyphenyl)methyl]-5H,6H,7H,8H,9H,10H-cyclohepta[b]indole-4-carboxylic acid C(CCCCC)C1CCCC2=C(N(C3=C(C=CC=C23)C(=O)O)CC2=CC(=CC=C2)OC)C1